C(C)(C)(C)OC(N(C[C@H]1NC(CC1)=O)CC=1C(=NC(=CC1Cl)C1=C(C(=CC=C1)C1=C(C(=NC=C1)C1=CC(=C(C=C1)C=O)OC)Cl)Cl)OC)=O (S)-tert-Butyl((4-chloro-6-(2-chloro-3-(3-chloro-2-(4-formyl-3-methoxyphenyl)pyridin-4-yl)phenyl)-2-methoxypyridin-3-yl)methyl)((5-oxopyrrolidin-2-yl)methyl)carbamate